C(C1=CC=CC=C1)OC(C(=C)[C@]1(O[C@]2(OC1)C(N(C1=CC=CC=C12)C)=O)C(=O)[O-])=O (3S,4'R)-4'-(3-(benzyloxy)-3-oxoprop-1-en-2-yl)-1-methyl-2-oxospiro[indoline-3,2'-[1,3]dioxolane]-4'-carboxylate